CN1C[C@@H](OCC1)CNC=1N=C(C2=C(N1)CN(C2)C#N)C2=CC=CC=C2 (S)-2-(((4-methylmorpholin-2-yl)methyl)amino)-4-phenyl-5,7-dihydro-6H-pyrrolo[3,4-d]pyrimidine-6-carbonitrile